(3R,4R)-4-((5-fluoro-4-(4-isopropyl-3-((((R)-tetrahydro-2H-pyran-3-yl)amino)methyl)quinolin-6-yl)pyrimidin-2-yl)amino)tetrahydro-2H-pyran-3-ol FC=1C(=NC(=NC1)N[C@H]1[C@H](COCC1)O)C=1C=C2C(=C(C=NC2=CC1)CN[C@H]1COCCC1)C(C)C